2-((1-acetylpyrrolidin-3-yl)methyl)-N-((S)-3-(3,4-dihydroisoquinolin-2(1H)-yl)-2-hydroxypropyl)-1-oxo-1,2,3,4-tetrahydroisoquinoline-6-carboxamide C(C)(=O)N1CC(CC1)CN1C(C2=CC=C(C=C2CC1)C(=O)NC[C@@H](CN1CC2=CC=CC=C2CC1)O)=O